BrC=1C(=C2C(=NC1)N=C(N2)C2=C(N(C(=C2)C)C=2C=C(C=CC2)NC(CN(C)C)=O)C)N[C@@H]2CN(CC2)S(=O)(=O)CC (S)-N-(3-(3-(6-Bromo-7-((1-(ethylsulfonyl)pyrrolidin-3-yl)amino)-1H-imidazo[4,5-b]pyridin-2-yl)-2,5-dimethyl-1H-pyrrol-1-yl)phenyl)-2-(dimethylamino)acetamid